tert-butyl 2-(4-(cyclopentylmethyl)-2-(2-isopropylphenyl) piperazin-1-yl)-7-azaspiro[3.5]nonane-7-carboxylate C1(CCCC1)CN1CC(N(CC1)C1CC2(C1)CCN(CC2)C(=O)OC(C)(C)C)C2=C(C=CC=C2)C(C)C